ClC1=NC=CC=C1B(O)O 2-CHLOROPYRIDINE-3-BORONIC ACID